sodium [6-(dimethylamino)-4-fluoro-1-benzofuran-2-carbonyl](2-methylquinoline-8-sulfonyl)azanide CN(C1=CC2=C(C=C(O2)C(=O)[N-]S(=O)(=O)C=2C=CC=C3C=CC(=NC23)C)C(=C1)F)C.[Na+]